C1(=CC=C(C=C1)S(=O)(=O)[O-])C1=CC=C(C=C1)S(=O)(=O)[O-].[Na+].[Na+] sodium 4,4'-biphenyldisulfonate